[Si](C)(C)(C(C)(C)C)O[C@H]1[C@@H](O[C@@H]([C@H]1OCOC)CO[Si](C)(C)C(C)(C)C)N1C2=NC=NC(=C2N=C1)NC(C1=CC=CC=C1)=O N-(9-((2R,3R,4R,5R)-3-((tert-butyldimethylsilyl)oxy)-5-(((tert-butyldimethylsilyl)oxy)methyl)-4-(methoxymethoxy)tetrahydrofuran-2-yl)-9H-purin-6-yl)benzamide